FC1=CC=CC(=N1)C(C)(C)NC1=NC(=NC(=N1)N)C=1C=CC=2N(C1)C(=NC2)C N2-(2-(6-fluoropyridin-2-yl)propan-2-yl)-6-(3-methylimidazo[1,5-a]pyridin-6-yl)-1,3,5-triazine-2,4-diamine